2-((S)-1-amino-1,3-dihydrospiro[indene-2,4'-piperidin]-1'-yl)-5-((2-(hydroxymethyl)cyclopropyl)ethynyl)-3-methylpyrimidin-4(3H)-one N[C@@H]1C2=CC=CC=C2CC12CCN(CC2)C2=NC=C(C(N2C)=O)C#CC2C(C2)CO